NC1CCC(CC1)CC1CCC(CC1)O 4-[(4-Aminocyclohexyl)methyl]cyclohexanol